CC1([C@@H]([C@H](CCC1)C)C(=O)NC1=CC=C(C=C1)SC)C (1R,6S)-2,2,6-trimethyl-N-(4-(methylthio)phenyl)cyclohexane-1-carboxamide